3-trihydroxysilylpropyldimethyloctadecyl-ammonium chloride [Cl-].O[Si](CCC[N+](CCCCCCCCCCCCCCCCCC)(C)C)(O)O